Cl.N1C=NC=C1 Imidazole HCL